FC1=CC=C2C3=C(NC2=C1)C(=NC=C3)C=3NC=CC3 7-fluoro-1-(1H-pyrrol-2-yl)-9H-pyrido[3,4-b]indole